Benzyl 2-acetamido-3,4-di-O-benzyl-2,6-dideoxy-6,6-difluoro-α-D-glucopyranoside C(C)(=O)N[C@H]1[C@@H](OCC2=CC=CC=C2)O[C@@H]([C@H]([C@@H]1OCC1=CC=CC=C1)OCC1=CC=CC=C1)C(F)F